F[C@@H]1CN(CC[C@H]1C1=CN2C(=NC(=CC2=O)OS(=O)(=O)C2=CC=C(C=C2)C)S1)C(=O)OC(C)(C)C |r| tert-butyl (3SR,4RS)-3-fluoro-4-[5-oxo-7-(p-tolylsulfonyloxy)thiazolo[3,2-a]pyrimidin-2-yl]piperidine-1-carboxylate